N-({6-[({bicyclo[1.1.1]pentan-1-yl}amino)methyl]imidazo[1,2-a]pyridin-2-yl}methyl)-4-oxo-4H-pyrido[1,2-a]pyrimidine-2-carboxamide C12(CC(C1)C2)NCC=2C=CC=1N(C2)C=C(N1)CNC(=O)C=1N=C2N(C(C1)=O)C=CC=C2